BrC=1C=C(CN(CCC(=O)O)S(=O)(=O)C2=CC=C(C)C=C2)C=CC1 3-[(3-bromo-benzyl)-(toluene-4-sulfonyl)-amino]-propionic acid